3-(3-ethyl-1-(5-iodoquinolin-8-yl)-4-oxoazetidin-2-yl)-2,2-dimethylpropionitrile C(C)C1C(N(C1=O)C=1C=CC(=C2C=CC=NC12)I)CC(C#N)(C)C